methoxy-7,4'-dimethoxymethoxyflavonol COC1=C2C(C(=C(OC2=CC(=C1)OCOC)C1=CC=C(C=C1)OCOC)O)=O